(2S,3S)-3-((R or S)-3-(1-(2,5-bis(trifluoromethyl)benzyl)-piperidin-4-yl)-4-methyl-3,4-dihydro-2H-benzo[b][1,4]-oxazin-6-yl)-3-cyclopropyl-2-methylpropanoic acid FC(C1=C(CN2CCC(CC2)[C@H]2N(C3=C(OC2)C=CC(=C3)[C@H]([C@@H](C(=O)O)C)C3CC3)C)C=C(C=C1)C(F)(F)F)(F)F |o1:11|